OC1=CC=C(C2=CO2)C=C1 epoxy-p-hydroxystyrene